rac-tert-butyl [(4-methyl-2,5-dioxoimidazolidin-4-yl)methyl]carbamate C[C@@]1(NC(NC1=O)=O)CNC(OC(C)(C)C)=O |r|